[P].[Yb].[Bi] bismuth ytterbium phosphorus